4-bromo-N-(tetrahydrofuran-3-yl)pyridin-2-amine BrC1=CC(=NC=C1)NC1COCC1